OCC(C)NC1=NC=C(C(=N1)C1=NNC2=C(C=CC=C12)P(C)(C)=O)C(F)(F)F (3-(2-((1-hydroxy-prop-2-yl)amino)-5-(trifluoromethyl)pyrimidin-4-yl)-1H-indazol-7-yl)dimethylphosphine oxide